2-chloro-1,4-benzenedicarboxylate ClC1=C(C=CC(=C1)C(=O)[O-])C(=O)[O-]